The molecule is a docosanoid anion that is the conjugate base of (17S)-HPDoHE, obtained by deprotonation of the carboxy group; major species at pH 7.3. It is a docosanoid anion, a hydroperoxy fatty acid anion and a long-chain fatty acid anion. It derives from a (4Z,7Z,10Z,13Z,16Z,19Z)-docosahexaenoate. It is a conjugate base of a (4Z,7Z,10Z,13Z,15E,17S,19Z)-17-hydroperoxydocosahexaenoic acid. CC/C=C\\C[C@@H](/C=C/C=C\\C/C=C\\C/C=C\\C/C=C\\CCC(=O)[O-])OO